C[Si](C1=CC=2NC3=CC(=CC=C3C2C=C1)[Si](C)(C)C)(C)C 2,7-bis(trimethylsilyl)-9H-carbazole